(R)-4'-((S)-2-methylpiperazin-1-yl)-2'-(((S)-1-methylpyrrolidin-2-yl)methoxy)-3,4,5',8'-tetrahydro-1H,6'H-spiro[naphthalene-2,7'-quinazoline] C[C@@H]1N(CCNC1)C1=NC(=NC=2C[C@]3(CCC12)CC1=CC=CC=C1CC3)OC[C@H]3N(CCC3)C